N-(trideuteromethyl)pyridine-3-carboxamide [2H]C(NC(=O)C=1C=NC=CC1)([2H])[2H]